trifluoromethyl-aniline hydrogen fluoride F.FC(F)(F)NC1=CC=CC=C1